(5-(tert-butoxycarbonyl)-4-methylthiophene-3-yl)boronic acid C(C)(C)(C)OC(=O)C1=C(C(=CS1)B(O)O)C